C1(CCC1)C(C)OC1=C2CC(C(C2=C(C=C1)SC(F)(F)F)=O)(F)F 4-(1-cyclobutylethoxy)-2,2-difluoro-7-(trifluoromethylthio)-2,3-dihydro-1H-inden-1-one